ClC=1C(=C(C(=CC1)Cl)C(SCCN(CC)CC)=O)OC S-(2-(diethylamino)ethyl) 3,6-dichloro-2-methoxybenzene-1-carbothioate